NC1=C(C=C(C=C1C(=O)N)C=1C=NC(=CC1)N1CCOCC1)C1=C(C(=CC=C1C)O)C 2-amino-3'-hydroxy-2',6'-dimethyl-5-(6-morpholinopyridin-3-yl)-[1,1'-biphenyl]-3-carboxamide